2-(4-Methoxyphenyl)imidazo[1,2-a]pyrimidine COC1=CC=C(C=C1)C=1N=C2N(C=CC=N2)C1